SC1=NC=CC=C1C(=O)NCC sulfanyl-N-ethylpyridine-3-carboxamide